tert-butyl N-[2-[[3-(hydroxymethyl)-4-pyridyl]amino]ethyl]carbamate OCC=1C=NC=CC1NCCNC(OC(C)(C)C)=O